N-(2-Azaspiro[3.5]nonan-7-yl)-3-(trifluoromethoxy)benzene-sulfonamide C1NCC12CCC(CC2)NS(=O)(=O)C2=CC(=CC=C2)OC(F)(F)F